[Pd].C(C)(C)(C)P(C1=CC=C(C=C1)C(C)(C)C)C(C)(C)C (di-tert-butyl-(4-tert-butylphenyl)phosphine) palladium